2-((3-Chloro-4-(4-(2-((1-(methylsulfonyl)-piperidin-4-yl)amino)-5-(trifluoromethyl)-pyrimidin-4-yl)-1H-imidazol-1-yl)benzyl)-amino)acetonitrile ClC=1C=C(CNCC#N)C=CC1N1C=NC(=C1)C1=NC(=NC=C1C(F)(F)F)NC1CCN(CC1)S(=O)(=O)C